C(C)(C)(C)C1=CC=C(C(=O)NC(NC2=C(C=CC=C2)OC)=S)C=C1 4-(tert-butyl)-N-((2-methoxyphenyl)thiocarbamoyl)benzamide